1-(2-fluorobenzyl)cyclopropane-1-carboxylic acid FC1=C(CC2(CC2)C(=O)O)C=CC=C1